5-(benzyloxy)-1-(6,7-difluoroindeno[1,2-a]inden-4b(9H)-yl)-3-(4-fluorobenzyl)-2,3-dihydro-1H-pyrido[2,1-f][1,2,4]triazine-4,6-dione C(C1=CC=CC=C1)OC=1C(C=CN2N(CN(C(C21)=O)CC2=CC=C(C=C2)F)C21C(=CC3=CC=CC=C23)CC=2C=C(C(=CC21)F)F)=O